ClC1=C(C=CC=C1)C1=C2N(C(=NC1=O)N[C@H]1[C@@H](CC1)O)C=CC(=C2)C(F)(F)F 4-(2-chlorophenyl)-1-(((1R,2R)-2-hydroxycyclobutyl)amino)-6-(trifluoromethyl)-3H-pyrido[1,2-c]pyrimidin-3-one